methyl-phenyl-butadiene CC(=CC=C)C1=CC=CC=C1